2-hydroxy-3,5-di-tert-butylbenzaldehyde OC1=C(C=O)C=C(C=C1C(C)(C)C)C(C)(C)C